(4-{2-Hydroxy-3-[(2-methoxyphenyl)oxy]propyl}piperazin-1-yl)butan-2-ol OC(CN1CCN(CC1)CC(CC)O)COC1=C(C=CC=C1)OC